(9H-fluoren-9-yl)methyl (E)-2-(3-(4-(((2-(1H-indol-3-yl)ethyl)amino)methyl)phenyl)acryloyl)-1-propylhydrazine-1-carboxylate TFA salt OC(=O)C(F)(F)F.N1C=C(C2=CC=CC=C12)CCNCC1=CC=C(C=C1)/C=C/C(=O)NN(C(=O)OCC1C2=CC=CC=C2C=2C=CC=CC12)CCC